S1C=NC2=C1C=C(C=C2)CC(C)NC (benzo[d]thiazol-6-yl)-N-methylpropan-2-amine